BrCC1OC(OC1CBr)=O 4,5-bis(bromomethyl)-1,3-dioxolan-2-one